NC(=O)C1C=CC=NC=1 niacinamid